CC1=C(C(=C2C=NN(C2=C1)C1OCCCC1)B1OC(C(O1)(C)C)(C)C)CCOC(=O)OC[C@H]1CN(CCC1)C(=O)OC(C)(C)C tert-Butyl (3R)-3-((((2-(6-methyl-1-(tetrahydro-2H-pyran-2-yl)-4-(4,4,5,5-tetramethyl-1,3,2-dioxaborolan-2-yl)-1H-indazol-5-yl)ethoxy)carbonyl)oxy)methyl)piperidine-1-carboxylate